tert-Butyl 4-(2-cyano-3-fluoro-5-(2-methylprop-1-en-1-yl)phenyl)piperazine-1-carboxylate C(#N)C1=C(C=C(C=C1F)C=C(C)C)N1CCN(CC1)C(=O)OC(C)(C)C